O1N=C(C=C1)OC/C=C/CCCNC(=O)C1=CC2=CC=CC(=C2C=C1)C1=CC=C(C=C1)C(F)(F)F N-[(E)-6-isoxazol-3-yloxyhex-4-enyl]-5-[4-(trifluoromethyl)phenyl]naphthalene-2-carboxamide